3-methyl-1-(4-methylphenylethyl)-1H-benzo[g]indazole-4,5-dione CC1=NN(C=2C3=C(C(C(C12)=O)=O)C=CC=C3)CCC3=CC=C(C=C3)C